N-((1H-benzo[d]imidazol-6-yl)methyl)-N-(3-methoxybenzyl)-4-((2-(2-morpholinoethoxy)ethoxy)methyl)aniline N1C=NC2=C1C=C(C=C2)CN(C2=CC=C(C=C2)COCCOCCN2CCOCC2)CC2=CC(=CC=C2)OC